2-fluoro-4-(1,1,2,2-tetrafluoroethoxy)-phenylurea FC1=C(C=CC(=C1)OC(C(F)F)(F)F)NC(=O)N